ClCC(=O)N1CCC2(CN(C2)C(=O)C2(CCOCC2)NC2=CC=C(C=C2)Cl)CC1 2-chloro-1-(2-(4-((4-chlorophenyl)amino)tetrahydro-2H-pyran-4-carbonyl)-2,7-diazaspiro[3.5]nonan-7-yl)ethan-1-one